2-[6-amino-5-[(1S,5R)-9-[3-(piperazin-1-ylmethyl)phenyl]-3,9-diazabicyclo[3.3.1]nonan-3-yl]pyridazin-3-yl]phenol NC1=C(C=C(N=N1)C1=C(C=CC=C1)O)N1C[C@@H]2CCC[C@H](C1)N2C2=CC(=CC=C2)CN2CCNCC2